ethyl 1-[1-[4-[5-(trifluoromethyl)-1,2,4-oxadiazol-3-yl]phenyl]ethyl]pyrazole-4-carboxylate FC(C1=NC(=NO1)C1=CC=C(C=C1)C(C)N1N=CC(=C1)C(=O)OCC)(F)F